N1(CCC=CC1)C=1C2=C(N=C(N1)SC)C(=C(N=C2OC)C2=CC(=CC1=CC=C(C(=C21)C#C[Si](C(C)C)(C(C)C)C(C)C)F)OCOC)F 4-(3,6-dihydropyridin-1(2H)-yl)-8-fluoro-7-(7-fluoro-3-(methoxymethoxy)-8-[(triisopropylsilyl)ethynyl]naphthalen-1-yl)-5-methoxy-2-(methylsulfanyl)pyrido[4,3-d]pyrimidine